zirconium tetra-Isobutoxide CC(C)C[O-].CC(C)C[O-].CC(C)C[O-].CC(C)C[O-].[Zr+4]